4-oxo-1-(1,2,4-thiadiazol-5-yl)-1,4-dihydro-1,8-naphthyridine-3-carboxylic acid O=C1C(=CN(C2=NC=CC=C12)C1=NC=NS1)C(=O)O